6-aminospiro[3.3]heptane-2-ol NC1CC2(CC(C2)O)C1